N=1C=NN2C1C=CC(=C2)C2=CNC=1N=C(N=C(C12)OC)NC1CC(C1)(C)N1C(CCC1)=O 1-((1s,3s)-3-((5-([1,2,4]triazolo[1,5-a]pyridin-6-yl)-4-methoxy-7H-pyrrolo[2,3-d]pyrimidin-2-yl)amino)-1-methylcyclobutyl)pyrrolidin-2-one